C(N)(OCC(=C(F)F)CN1N=C(N(C1=O)CC=1SC(=CC1)Br)C)=O (2-((4-((5-bromothiophen-2-yl) methyl)-3-methyl-5-oxo-4,5-dihydro-1H-1,2,4-triazol-1-yl) methyl)-3,3-difluoroallyl) carbamate